C(C)N(C([S-])=S)CC.[Zn+2].C(#N)C(C)(C)C1=CC(=NC=C1)C(=O)N.C(C)N(C([S-])=S)CC 4-(2-cyanoprop-2-yl)picolinamide zinc diethyl-dithiocarbamate